FC(C(=O)O)(F)F.FC(C(=O)O)(F)F.C1(CC1)N(C(=O)C=1C=CC2=C(OCC(N2)=O)C1)CC1=CC=C(C=C1)C(NC1=CC=C(C=C1)CNC([C@@H](CCCCN)N)=O)=O (R)-N-cyclopropyl-N-(4-((4-((2,6-diaminohexanamido)methyl)phenyl)carbamoyl)benzyl)-3-oxo-3,4-dihydro-2H-benzo[b][1,4]oxazine-7-carboxamide bis(2,2,2-trifluoroacetate)